ClC=1C=C(C=C(C1)Cl)C=1N=C2N=C3N(C=C2N1)CCCC3 (3,5-dichlorophenyl)-5,6,7,8-tetrahydropyrido[1,2-a]purine